(S)-4-benzyl-N-(5-methyl-4-oxo-7-(7-oxa-2-azaspiro[3.5]non-2-yl)-2,3,4,5-tetrahydrobenzo[b][1,4]oxaazepin-3-yl)-1H-pyrazole-1-carboxamide C(C1=CC=CC=C1)C=1C=NN(C1)C(=O)N[C@@H]1C(N(C2=C(OC1)C=CC(=C2)N2CC1(C2)CCOCC1)C)=O